exo-N-(8-amino-6-chloro-2,7-naphthyridin-3-yl)-2-oxo-3-azabicyclo[3.1.0]Hexane-6-carboxamide NC=1N=C(C=C2C=C(N=CC12)NC(=O)C1C2CNC(C12)=O)Cl